3-((3-oxo-2-((2-oxo-2,3-dihydrobenzo[d]oxazol-6-yl)methyl)isoindolin-1-yl)methyl)picolinonitrile O=C1N(C(C2=CC=CC=C12)CC=1C(=NC=CC1)C#N)CC1=CC2=C(NC(O2)=O)C=C1